1-Isopropyl-4-methylcyclohexa-1,3-diene C(C)(C)C1=CC=C(CC1)C